CC(=C[C@H]1C([C@@H]1C(=O)OCC1=C(C(=C(C(=C1F)F)COC)F)Br)(C)C)C 2-bromo-4-methoxymethyl-3,5,6-trifluorobenzyl (1R)-trans-3-(2-methyl-1-propenyl)-2,2-dimethylcyclopropanecarboxylate